[4,5-dichloro-1-[4,5-dichloro-2-(2-hydroxybenzoyl)-1H-pyrrol-3-yl]pyrrol-2-yl]-(2-hydroxyphenyl)methanone ClC=1C=C(N(C1Cl)C1=C(NC(=C1Cl)Cl)C(C1=C(C=CC=C1)O)=O)C(=O)C1=C(C=CC=C1)O